C(C)(=O)N[C@@H]1[C@H](CC(C([O-])=O)(O)O[C@H]1[C@H](O)[C@H](O)CO)O N-acetyl-neuraminate